(S)-(1-(benzyloxy)-3-hydroxypropan-2-yl)carbamic acid tert-butyl ester C(C)(C)(C)OC(N[C@H](COCC1=CC=CC=C1)CO)=O